methyl (S)-2-amino-3-(8-(4-methoxy-1,6-dimethyl-2-oxo-1,2-dihydropyridin-3-yl)quinolin-5-yl)propanoate N[C@H](C(=O)OC)CC1=C2C=CC=NC2=C(C=C1)C=1C(N(C(=CC1OC)C)C)=O